1,3-dihydro-benzimidazol-2-one hydrochloride Cl.N1C(NC2=C1C=CC=C2)=O